N-(2,4-dichloro-3-((3,5-dimethyl-4-oxo-3,4-dihydroquinazolin-6-yl)amino)phenyl)-N-((2-(trimethylsilyl)ethoxy)methyl)propane-1-sulfonamide ClC1=C(C=CC(=C1NC=1C(=C2C(N(C=NC2=CC1)C)=O)C)Cl)N(S(=O)(=O)CCC)COCC[Si](C)(C)C